2-m-chlorophenyl-4-hydroxy-5-pyrimidinecarboxylic acid ClC=1C=C(C=CC1)C1=NC=C(C(=N1)O)C(=O)O